N-(4-(3-(4-aminophenyl)propylamino)phenyl)-1-methylpyrrolidine-2-carboxamide NC1=CC=C(C=C1)CCCNC1=CC=C(C=C1)NC(=O)C1N(CCC1)C